COC=1C(=NC(=CC1)C1(CCOCC1)OC)S(=O)(=O)NC(=O)C1=NC2=CC=CC(=C2C=C1)C1=NC=CC=C1 N-((3-methoxy-6-(4-methoxytetrahydro-2H-pyran-4-yl)pyridin-2-yl)sulfonyl)-5-(pyridin-2-yl)quinoline-2-carboxamide